N-[(6-{[(2,2-dimethylpropyl)amino]methyl}imidazo[1,2-a]pyridin-2-yl)methyl]-4-oxo-4H-chromene-2-carboxamide CC(CNCC=1C=CC=2N(C1)C=C(N2)CNC(=O)C=2OC1=CC=CC=C1C(C2)=O)(C)C